C(C=C)(=O)NC=1SC(=CN1)CN1CCC(CC1)C(=O)NC=1C=C2C=CC=NC2=CC1 1-((2-acrylamidothiazol-5-yl)methyl)-N-(quinol-6-yl)piperidine-4-carboxamide